FC=1C(=C(C=CC1F)[C@H]1[C@@H](O[C@@](C1)(C(F)(F)F)C)C(=O)NC1=CC(=[N+](C=C1)[O-])C(=O)N)OC (2R,3S,5S)-4-[[3-(3,4-Difluoro-2-methoxy-phenyl)-5-methyl-5-(trifluoromethyl)tetrahydrofuran-2-carbonyl]amino]-1-oxido-pyridin-1-ium-2-carboxamid